CN(CC1=CC=C(C=C1)[N+](=O)[O-])CC1=CC(=NC=C1)C=1C=C2CN(C(C2=CC1)=O)C1C(NC(CC1)=O)=O 3-(5-(4-((methyl(4-nitrobenzyl)amino)methyl)pyridin-2-yl)-1-oxoisoindolin-2-yl)piperidine-2,6-dione